BrC1=NN(C(=C1)C(=C)OCC)CCNC(OC(C)(C)C)=O tert-butyl (2-(3-bromo-5-(1-ethoxyvinyl)-1H-pyrazol-1-yl)ethyl)carbamate